tert-butyl (3r,4s)-4-(4-(3-(2,6-bis(benzyloxy) pyridin-3-yl)-1-methyl-1H-indazol-6-yl) piperazine-1-carbonyl)-3-methylpiperidine-1-carboxylate C(C1=CC=CC=C1)OC1=NC(=CC=C1C1=NN(C2=CC(=CC=C12)N1CCN(CC1)C(=O)[C@@H]1[C@H](CN(CC1)C(=O)OC(C)(C)C)C)C)OCC1=CC=CC=C1